O[C@H]1CN(CC[C@H]1NC1=NC=C(C=C1)C(F)(F)F)S(=O)(=O)C1=CC=C(C=C1)C=1C=C2CNC(NC2=CC1)=O 6-(4-(((3S,4R)-3-hydroxy-4-((5-(trifluoromethyl)pyridin-2-yl)amino)piperidin-1-yl)sulfonyl)phenyl)-3,4-dihydroquinazolin-2(1H)-one